NC1=C(C=C(C=C1)N)C(C(C(C(C(C(F)(F)F)(F)F)(F)F)(F)F)(F)F)(F)F 2,5-diamino(perfluorohexyl)benzene